methyl 2-benzyl-5-hydroxy-1-oxohexahydrocyclopenta[c]pyrrole-3a(1H)-carboxylate C(C1=CC=CC=C1)N1C(C2C(C1)(CC(C2)O)C(=O)OC)=O